BrC=1SC(=C(N1)C1=CC=CC=C1)OC1=NC(=NC=C1)Cl 2-bromo-5-(2-chloropyrimidin-4-yloxy)-4-phenylthiazole